C(CCCCCCC)C=1N=NN(N1)CCC[Si](OCC)(OCC)OCC 5-octyl-2-[3-(triethoxysilyl)propyl]-2H-tetrazole